2-((3aR,6aS)-5-(2-fluoro-6-(2H-1,2,3-triazol-2-yl)benzoyl)hexahydropyrrolo[3,4-c]pyrrol-2(1H)-yl)isonicotinic acid FC1=C(C(=O)N2C[C@H]3[C@@H](C2)CN(C3)C=3C=C(C(=O)O)C=CN3)C(=CC=C1)N1N=CC=N1